N-(1-METHYL-1H-INDAZOL-7-YL)-1-(4-(TETRAHYDRO-2H-PYRAN-4-YL)PYRIDIN-2-YL)-1H-PYRAZOLE-4-SULFONAMIDE CN1N=CC2=CC=CC(=C12)NS(=O)(=O)C=1C=NN(C1)C1=NC=CC(=C1)C1CCOCC1